tert-butyl (2-(prop-1-en-2-yl)-4-(1H-pyrrolo[2,3-b]pyridin-4-yl)benzyl)carbamate C=C(C)C1=C(CNC(OC(C)(C)C)=O)C=CC(=C1)C1=C2C(=NC=C1)NC=C2